C(C)(C)(C)OC(=O)N[C@@H]([C@@H](OCC1=CC=C(C=C1)F)C)C(=O)O N-(tert-butoxycarbonyl)-O-(4-fluorobenzyl)-L-allothreonine